C(=O)(C=C)C1=C(C(=C(C=C1)C=C)C=C)[N+](=O)[O-] Acrylnitryl-Divinyl-benzol